OC(=O)C(F)(F)F.N1(N=CC=C1)C[C@@H]1C[C@H](CN1)NC(=O)C=1OC(=NN1)C1=C(C=CC(=C1)OC(F)(F)F)C1CC1 N-((3R,5S)-5-((1H-pyrazol-1-yl)methyl)pyrrolidin-3-yl)-5-(2-cyclopropyl-5-(trifluoromethoxy)phenyl)-1,3,4-oxadiazole-2-carboxamide TFA salt